6-cyclopropyl-2,8-dimethyl-2,3-dihydropyrido[3,4-d]pyridazine-1,4,7(6H)-trione C1(CC1)N1C=C2C(NN(C(C2=C(C1=O)C)=O)C)=O